C(N)(=O)C=1N(C2=CC(=CC=C2C1)OC(F)(F)F)C=1C=C(C=CC1)SC(C(=O)O)(C)C 2-((3-(2-carbamoyl-6-(trifluoromethoxy)-1H-indol-1-yl)phenyl)thio)-2-methylpropanoic acid